sodium tert-butanolate C(C)(C)(C)[O-].[Na+]